benzyl (S)-2-phenylpyridine-1(2H)-carboxylate C1(=CC=CC=C1)[C@H]1N(C=CC=C1)C(=O)OCC1=CC=CC=C1